N-(3-indolyl-methyl)dodecan-1-amine N1C=C(C2=CC=CC=C12)CNCCCCCCCCCCCC